2'-(methylthio)-4'-(((trifluoromethyl)sulfonyl)oxy)-5',8'-dihydro-7'H-spiro[cyclopropane-1,6'-pyrido[3,4-d]pyrimidine]-7'-carboxylic acid tert-butyl ester C(C)(C)(C)OC(=O)N1CC=2N=C(N=C(C2CC12CC2)OS(=O)(=O)C(F)(F)F)SC